bromocyclopentane BrC1CCCC1